4-(aminomethyl)benzenesulfonic acid NCC1=CC=C(C=C1)S(=O)(=O)O